Lutetium Yttrium Orthosilicat [Si]([O-])([O-])([O-])[O-].[Y+3].[Lu+3]